N-(3-(Tert-butyl)-1-methyl-1H-pyrazol-5-yl)-6-(imidazo[1,2-a]pyridin-3-carbonyl)-4,5,6,7-tetrahydrothieno[2,3-c]pyridin-3-carboxamid C(C)(C)(C)C1=NN(C(=C1)NC(=O)C1=CSC=2CN(CCC21)C(=O)C2=CN=C1N2C=CC=C1)C